CC(C)OC(O[C@]1(O[C@H]([C@@H]2OC(O[C@@H]21)(C)C)C2=CC=C1C(=NC=NN12)N)C#N)=O carbonic acid ((3aS,4R,6S,6aS)-6-(4-aminopyrrolo[2,1-f][1,2,4]triazin-7-yl)-4-cyano-2,2-dimethyltetrahydrofurano[3,4-d][1,3]dioxol-4-yl) methylethyl ester